(S)-(6-((((2-(4-carboxy-4,5-dihydrothiazol-2-yl)benzo[d]thiazol-6-yl)oxy)carbonyl)(2-(((3,4-diacetoxyphenoxy)carbonyl)(methyl)amino)ethyl)amino)hexyl)triphenylphosphonium bromide [Br-].C(=O)(O)[C@@H]1N=C(SC1)C=1SC2=C(N1)C=CC(=C2)OC(=O)N(CCCCCC[P+](C2=CC=CC=C2)(C2=CC=CC=C2)C2=CC=CC=C2)CCN(C)C(=O)OC2=CC(=C(C=C2)OC(C)=O)OC(C)=O